[C@H]12CN(C[C@H](CC1)N2)C2=NC(=NC1=C(C(=C(C=C21)F)C2=CNC=1C=CC=C(C21)C=O)F)OCC21CCCN1CCC2 3-(4-((1R,5S)-3,8-diazabicyclo[3.2.1]octan-3-yl)-6,8-difluoro-2-((tetrahydro-1H-pyrrolizin-7a(5H)-yl)methoxy)quinazolin-7-yl)-1H-indole-4-carbaldehyde